2,2'-dimethyl-3'-(prop-2-yn-1-yloxy)-[1,1'-biphenyl]-3-carbaldehyde CC1=C(C=CC=C1C=O)C1=C(C(=CC=C1)OCC#C)C